The molecule is a hydroxyisoflavanone that is isoflavanone with hydroxy substituents at positions 2, 7 and 4'. It is a hydroxyisoflavanone and a lactol. C1=CC(=CC=C1C2C(OC3=C(C2=O)C=CC(=C3)O)O)O